The molecule is a zwitterion that is derived from 2,5-diimino-3,4-bis(indol-3-yl)hexanedioic acid by deprotonation of both carboxylic acid groups and protonation of both amino groups; major species at pH 7.3. It has a role as a bacterial metabolite. It is a tautomer of a 2,5-diimino-3,4-bis(indol-3-yl)hexanedioic acid. C1=CC=C2C(=C1)C(=CN2)C(C(C3=CNC4=CC=CC=C43)C(=N)C(=O)O)C(=N)C(=O)O